C(C)(C)(C)N1S(C(=C(C1=O)NCCCOC1=CC=C(C=C1)CO)C1=CC=CC=C1)(=O)=O 2-tert-butyl-4-({3-[4-(hydroxymethyl)phenoxy]propyl}amino)-5-phenylisothiazol-3(2H)-one 1,1-dioxide